(2S,3S,4R,5R)-6-{2-[(2E)-3,7-dimethylocta-2,6-dien-1-yl]-5-(hex-5-yn-1-yl)-3-hydroxyphenoxy}-5-(hydroxymethyl)oxane-2,3,4-triol C\C(=C/CC1=C(OC2[C@@H]([C@H]([C@@H]([C@H](O2)O)O)O)CO)C=C(C=C1O)CCCCC#C)\CCC=C(C)C